C(C)(C)(C)OC(=O)N1[C@H]([C@H]2CC[C@@H](C1)O2)C2=CC=C(C=C2)N2C(=CC1=C2N=CNC1=O)Cl (1r,2s,5s)-2-(4-(6-chloro-4-oxo-3,4-dihydro-7H-pyrrolo[2,3-d]pyrimidin-7-yl)phenyl)-8-oxa-3-azabicyclo[3.2.1]octane-3-carboxylic acid tert-butyl ester